OC1=C(C=C(CNC(C2=C(C=C(C=C2)O)O)=O)C=C1)OCC 2,4-dihydroxybenzoic acid-N-(4-hydroxy-3-ethoxybenzyl) amide